8-((2S,5R)-4-(1-(4-fluorophenyl)-2-methoxyethyl)-2,5-dimethylpiperazin-1-yl)-5-methyl-6-oxo-5,6-dihydro-1,5-naphthyridine-2-carbonitrile FC1=CC=C(C=C1)C(COC)N1C[C@@H](N(C[C@H]1C)C1=CC(N(C=2C=CC(=NC12)C#N)C)=O)C